C(CC=C)C1=CC=C(C=C1)O 4-(3-butene-1-yl)phenol